C(C)(C)(C)OC(=O)N1C[C@]2(CNC(N2)(C)C)[C@H](C1)S(=O)(=O)C1=CC=C(C=C1)C#N (5R,9S)-9-((4-cyanophenyl)sulfonyl)-2,2-dimethyl-1,3-diaza-7-azaspiro[4.4]Nonane-7-carboxylic acid tert-butyl ester